FC1=CC=C(C=C1)C1=NN(C=C1C=1C2=C(N=CN1)OC(=C2)I)CCC#N 3-(3-(4-fluorophenyl)-4-(6-iodofuro[2,3-d]pyrimidin-4-yl)-1H-pyrazol-1-yl)propanenitrile